C(C)(C)(C)OC(=O)N1[C@H]2CN(C[C@@H]1CC2)C=2C1=C(N=C(N2)SC)C(=C(N=C1C#CC)Cl)F (1R,5S)-3-(7-chloro-8-fluoro-2-(methylsulfanyl)-5-(propynyl)pyrido[4,3-d]pyrimidin-4-yl)-3,8-diazabicyclo[3.2.1]octane-8-carboxylic acid tert-butyl ester